ClC1=CC=C(C=C1)N1N=C(C=C1)OCC1=CC=CC=C1 2-((1-(4-chlorophenyl)-1H-pyrazol-3-yloxy)methyl)benzene